C(#N)C1=CC2=C(N(C(=N2)NCCC(C)C)CCC2=CC=C(C=C2)P(O)(O)=O)C=C1 (4-(2-(5-cyano-2-(3-methylbutanylamino)-1H-benzo[d]imidazol-1-yl)ethyl)phenyl)phosphonic acid